N-(6-bromo-4-methylpyridin-2-yl)cyclopropanecarboxamide BrC1=CC(=CC(=N1)NC(=O)C1CC1)C